CN1C(C(=CC2=NC=CC(=C12)OCC1(CC1)S(NC)(=O)=O)C(=O)O)=O 1-methyl-8-((1-(N-methylsulfamoyl)cyclopropyl)methoxy)-2-oxo-1,2-dihydro-1,5-naphthyridine-3-carboxylic acid